(+)-3-Hydroxy-4-(o-tolyl)dihydrofuran-2(3H)-one OC1C(OCC1C1=C(C=CC=C1)C)=O